ClC1=CC=C(S1)C1=C(C=C(C=C1)C#N)NS(=O)(=O)C=1C=C(C(=O)O)C=CC1OC 3-(N-(2-(5-chlorothiophen-2-yl)-5-cyanophenyl)sulfamoyl)-4-methoxybenzoic acid